(R)-1-(2,5-difluoropyridin-3-yl)ethyl (1-methyl-4-(5-(6-(trifluoromethyl)nicotinamido)pyrazin-2-yl)-1H-1,2,3-triazol-5-yl)carbamate CN1N=NC(=C1NC(O[C@H](C)C=1C(=NC=C(C1)F)F)=O)C1=NC=C(N=C1)NC(C1=CN=C(C=C1)C(F)(F)F)=O